COC(=O)[C@@H]1N([C@@H](CC1=O)C)C(=O)OCC1=CC=CC=C1 (2R,5R)-5-methyl-3-oxopyrrolidine-1,2-dicarboxylic acid 1-benzyl ester 2-methyl ester